2,4-difluoro-N-(2-methoxy-5-(4-(4-(3-methyl-2-methylenebutanoyl)piperazin-1-yl)quinazolin-6-yl)pyridin-3-yl)benzenesulfonamide FC1=C(C=CC(=C1)F)S(=O)(=O)NC=1C(=NC=C(C1)C=1C=C2C(=NC=NC2=CC1)N1CCN(CC1)C(C(C(C)C)=C)=O)OC